(2R,3S,4S)-4-hydroxy-2-[(4-methoxyphenyl)methyl]pyrrolidin-3-yl N-{[(3R,4S)-4-hydroxypyrrolidin-3-yl]methyl}carbamate O[C@H]1[C@H](CNC1)CNC(O[C@H]1[C@H](NC[C@@H]1O)CC1=CC=C(C=C1)OC)=O